C(C)(C)(C)[S@](=O)N[C@H]1C2(CN3C1=NN=C3)CCN(CC2)C(=O)OC(C)(C)C tert-butyl (S)-7'-(((S)-tert-butylsulfinyl)amino)-5'H,7'H-spiro[piperidine-4,6'-pyrrolo[2,1-c][1,2,4]triazole]-1-carboxylate